N-((1H-indazol-6-yl)methyl)-N-(3-methoxybenzyl)-4-(morpholinomethyl)thiazol-2-amine N1N=CC2=CC=C(C=C12)CN(C=1SC=C(N1)CN1CCOCC1)CC1=CC(=CC=C1)OC